tert-butyl (6-bromo-7-iodoquinazolin-2-yl)(4,4,4-trifluorobutyl)carbamate BrC=1C=C2C=NC(=NC2=CC1I)N(C(OC(C)(C)C)=O)CCCC(F)(F)F